3-((4-(4-(4-(5-(6-amino-5-((S)-1-(5-fluoro-2-(2H-1,2,3-triazol-2-yl)phenyl)ethoxy)pyridin-3-yl)-4-methylthiazol-2-yl)piperazin-1-yl)piperidin-1-yl)phenyl)amino)piperidine-2,6-dione NC1=C(C=C(C=N1)C1=C(N=C(S1)N1CCN(CC1)C1CCN(CC1)C1=CC=C(C=C1)NC1C(NC(CC1)=O)=O)C)O[C@@H](C)C1=C(C=CC(=C1)F)N1N=CC=N1